(E)-6-fluoro-N-(2-methylpent-3-yl)-4-oxo-1-(2,4,6-trifluorophenyl)-1,4-dihydro-1,8-naphthyridine-3-carboxamide FC=1C=C2C(C(=CN(C2=NC1)C1=C(C=C(C=C1F)F)F)C(=O)NC(C(C)C)CC)=O